1-(4-(4-((2-fluoro-4-((2-phenylpyridin-4-yl)methoxy)phenyl)amino)-7H-pyrrolo[2,3-d]pyrimidin-5-yl)piperidin-1-yl)prop-2-en-1-one FC1=C(C=CC(=C1)OCC1=CC(=NC=C1)C1=CC=CC=C1)NC=1C2=C(N=CN1)NC=C2C2CCN(CC2)C(C=C)=O